2-[3-[4-[4-[2-[3-[3-amino-6-(2-hydroxyphenyl)pyridazin-4-yl]-3,8-diazabicyclo[3.2.1]octan-8-yl]pyrimidin-5-yl]-1-piperidyl]-1-piperidyl]isoxazol-5-yl]-3-methyl-butanoic acid NC=1N=NC(=CC1N1CC2CCC(C1)N2C2=NC=C(C=N2)C2CCN(CC2)C2CCN(CC2)C2=NOC(=C2)C(C(=O)O)C(C)C)C2=C(C=CC=C2)O